methyl 3,3-dimethyl-1-((1-methylpiperidin-4-yl) methyl)-2-oxoindoline-6-carboxylate CC1(C(N(C2=CC(=CC=C12)C(=O)OC)CC1CCN(CC1)C)=O)C